((pyridine-3-ylmethyl)amino)acetamid N1=CC(=CC=C1)CNCC(=O)N